2-((((9H-Fluoren-9-yl)methoxy)carbonyl)(methyl)amino)-3-(5-methylpyridin-3-yl)propanoic acid C1=CC=CC=2C3=CC=CC=C3C(C12)COC(=O)N(C(C(=O)O)CC=1C=NC=C(C1)C)C